1,1-difluoro-3-(tetrazol-1-yl)-1-[5-[4-(2,2,2-trifluoroethoxy)phenyl]-2-pyridyl]propan-2-ol FC(C(CN1N=NN=C1)O)(C1=NC=C(C=C1)C1=CC=C(C=C1)OCC(F)(F)F)F